3-((6-((1H-pyrazolo[3,4-b]pyridin-5-yl)oxy)-7-chloro-1-methyl-1H-imidazo[4,5-b]pyridin-2-yl)amino)-1-methyl-5-(trifluoromethyl)pyridin-2(1H)-one N1N=CC=2C1=NC=C(C2)OC=2C(=C1C(=NC2)N=C(N1C)NC=1C(N(C=C(C1)C(F)(F)F)C)=O)Cl